4-(2-chlorophenyl)-2,6-diphenylpyrimidine ClC1=C(C=CC=C1)C1=NC(=NC(=C1)C1=CC=CC=C1)C1=CC=CC=C1